ClC1=CC(=NC(=C1)Cl)NC=C1C(OC(OC1=O)(C)C)=O 5-(((4,6-dichloropyridin-2-yl)amino)methylene)-2,2-dimethyl-1,3-dioxane-4,6-dione